1-bromo-2-(2,2-dimethoxyethyl)-3,5-bis(trifluoromethyl)benzene BrC1=C(C(=CC(=C1)C(F)(F)F)C(F)(F)F)CC(OC)OC